methyl (S)-2-(3-(3-chlorobenzyl)-3-methylureido)-3-cyclohexylpropanoate ClC=1C=C(CN(C(N[C@H](C(=O)OC)CC2CCCCC2)=O)C)C=CC1